3-[5-[1-[4-[(3R,5R)-5-[(5-bromo-1-methyl-6-oxo-pyridazin-4-yl)amino]-1-methyl-3-piperidyl]benzoyl]azetidin-3-yl]oxy-1-oxo-isoindolin-2-yl]piperidine-2,6-dione BrC1=C(C=NN(C1=O)C)N[C@@H]1C[C@@H](CN(C1)C)C1=CC=C(C(=O)N2CC(C2)OC=2C=C3CN(C(C3=CC2)=O)C2C(NC(CC2)=O)=O)C=C1